ClCC=1N=C2N(C=C(C=N2)C2CC2)C1 2-(chloromethyl)-6-cyclopropylimidazo[1,2-a]Pyrimidine